BrC1=CC=CC(=C1C(=O)NC1=CC=C(C=C1)N1C2=C(NC(CC1=O)=O)C1=CC=CC=C1C=C2)OC 5-[4-(6-bromo-2-methoxybenzoylamino)phenyl]-1H-naphtho[1,2-b][1,4]diazepine-2,4(3H,5H)-dione